FC1=C(C(=CC(=C1)F)OCCOC)C1=C(N=C(C2=C(C=CC=C12)F)OS(=O)(=O)C(F)(F)F)C1=NN2C([C@H](N(CC2)C(=O)[O-])C)=C1 (R)-2-((S)-4-(2,4-difluoro-6-(2-methoxyethoxy)phenyl)-8-fluoro-1-(((trifluoromethyl)sulfonyl)oxy)isoquinolin-3-yl)-4-methyl-6,7-dihydropyrazolo[1,5-a]pyrazine-5(4H)-carboxylate